tributyl-octylDodecyl-benzenesulfonic acid C(CCC)C1=C(C(=C(C(=C1S(=O)(=O)O)CCCCCCCCCCCC)CCCCCCCC)CCCC)CCCC